2-(4-chloro-5-cyano-6-oxo-pyridazin-1-yl)-N-[4-methyl-3-[2-(2-pyridyl)ethylsulfamoyl]phenyl]acetamide ClC=1C=NN(C(C1C#N)=O)CC(=O)NC1=CC(=C(C=C1)C)S(NCCC1=NC=CC=C1)(=O)=O